O=C1N(C=2C(=NC=CC2)N1)C1CCN(CC1)C(=O)O (5S,6S,9R)-4-(2-oxo-2,3-dihydro-1H-imidazo[4,5-b]pyridin-1-yl)-1-piperidinecarboxylic acid